F[C@H]1CN(CC[C@H]1NC1=NN2C(C(=N1)OC)=C(C=C2)C=2C=C(C1=C(N(C(=N1)C)C(C)C)C2)F)C(C)=O 1-((3s,4r)-3-fluoro-4-((5-(4-fluoro-1-isopropyl-2-methyl-1H-benzo[d]imidazol-6-yl)-4-methoxypyrrolo[2,1-f][1,2,4]triazin-2-yl)amino)piperidin-1-yl)ethan-1-one